C[Si](C1=CC=C(C=C1)CC(=O)N)(C)C 4-(trimethylsilyl)phenylacetamide